(R)-N-(2-(tributylstannyl)allyl)-2,3-dihydro-1H-inden-1-amine C(CCC)[Sn](C(CN[C@@H]1CCC2=CC=CC=C12)=C)(CCCC)CCCC